(4-(3-hydroxyoxetan-3-yl)phenyl)pyrazolo[5,1-b]thiazole-7-carboxamide OC1(COC1)C1=CC=C(C=C1)C1=CN2C(S1)=C(C=N2)C(=O)N